N-(2-chloro-6-methylphenyl)-2-((6-(4-(4-((2-(2,6-dioxopiperidin-3-yl)-1,3-dioxoisoindolin-4-yl)oxy)butanoyl)piperazin-1-yl)-2-methylpyrimidin-4-yl)amino)thiazole-5-carboxamide ClC1=C(C(=CC=C1)C)NC(=O)C1=CN=C(S1)NC1=NC(=NC(=C1)N1CCN(CC1)C(CCCOC1=C2C(N(C(C2=CC=C1)=O)C1C(NC(CC1)=O)=O)=O)=O)C